C(C(C)C)C1(CCCCC1)CCC(C)C isobutyl-isopentyl-cyclohexane